C1(CCC(CC1)NCCCN)NCCCN N1,N1'-(cyclohexane-1,4-diyl)bis(propane-1,3-diamine)